CC=1OC2C(N1)CCCCC2 2-methyl-3a,5,6,7,8,8a-hexahydro-4H-cyclohepta[d]oxazole